FC=1C=C(C=C(C1)F)[C@@H]1CCC=2N1C=C(N2)NC([C@H](C)N2C[C@H](C(CC2)(F)F)C2=CC=[N+](C=C2)[O-])=O 4-((R)-1-((S)-1-(((S)-5-(3,5-difluorophenyl)-6,7-dihydro-5H-pyrrolo[1,2-a]imidazol-2-yl)amino)-1-oxopropan-2-yl)-4,4-difluoropiperidin-3-yl)pyridine 1-oxide